FC=1C=C2C(C(=CNC2=C(C1)O)C(=O)O)=O 6-fluoro-8-hydroxy-1,4-dihydro-4-oxo-3-quinolinecarboxylic acid